5-((6-(2,6-difluorophenyl)-3-(methoxycarbonyl)pyridazin-4-yl)amino)indoline-1-carboxylate FC1=C(C(=CC=C1)F)C1=CC(=C(N=N1)C(=O)OC)NC=1C=C2CCN(C2=CC1)C(=O)[O-]